CC1=CC=C(C=C1)S(=O)(=O)N=C=O P-Tosyl Isocyanate